BrC1=CC(=C(C(=C1)[N+](=O)[O-])N[C@H]1[C@H](CCCC1)NC(=O)C1=CC(NC2=C(C=CC=C12)C)=O)C(NC)=O N-((1S,2R)-2-((4-bromo-2-(methylcarbamoyl)-6-nitrophenyl)amino)cyclohexyl)-8-methyl-2-oxo-1,2-dihydroquinoline-4-carboxamide